3-methyl-3-(((8-(4-(trifluoromethyl)phenyl)pyrido[3,4-b]pyrazin-5-yl)amino)methyl)pyrrolidin-2-one CC1(C(NCC1)=O)CNC1=NC=C(C=2C1=NC=CN2)C2=CC=C(C=C2)C(F)(F)F